C(C(=C)C)(=O)O.C(C(=C)C)(=O)OOCCCOC(C(=C)C)=O (3-methacryloxypropyloxy) methacrylate (methacrylate)